CC=1C=C(OC2=CC=C(C=C2)N2N=C3C(NCC[C@H]3N3CCNCC3)=C2C(=O)N)C=CC1 (7R)-2-[4-(3-methylphenoxy)phenyl]-7-(piperazin-1-yl)-4,5,6,7-tetrahydro-2H-pyrazolo[4,3-b]pyridine-3-carboxamide